3-[(4-METHYLPENTAN-2-YL)OXY]PROPANAL CC(CC(C)OCCC=O)C